2-((((9Z,12Z)-octadeca-9,12-dienoyl)oxy)methyl)propane-1,3-diyl bis(8-(2-hexylcyclopropyl)octanoate) C(CCCCC)C1C(C1)CCCCCCCC(=O)OCC(COC(CCCCCCCC1C(C1)CCCCCC)=O)COC(CCCCCCC\C=C/C\C=C/CCCCC)=O